N-[(1S)-1-(dicyclopropylmethyl)-2-[[5-(3,5-dimethyl-1H-pyrazol-4-yl)-6-fluoro-2-pyridyl]amino]-2-oxo-ethyl]-4-hydroxy-benzofuran-3-carboxamide C1(CC1)C([C@@H](C(=O)NC1=NC(=C(C=C1)C=1C(=NNC1C)C)F)NC(=O)C1=COC2=C1C(=CC=C2)O)C2CC2